COC1=CC=C(C=C1)N1CC2(CC1)CCN(CC2)C2=C(C(N(C1=CC=CC=C21)C)=O)C#N 4-[2-(4-Methoxyphenyl)-2,8-diazaspiro[4.5]dec-8-yl]-1-methyl-2-oxo-1,2-dihydroquinoline-3-carbonitrile